C(#N)C=1C(=C(C(=C(C1C1=CC(=NC(=C1)C1=CC=CC=C1)C1=CC=CC=C1)N1C2=CC=CC=C2C=2C=C(C=CC12)C#N)N1C2=CC=CC=C2C=2C=C(C=CC12)C#N)N1C2=CC=CC=C2C=2C=C(C=CC12)C#N)N1C2=CC=CC=C2C=2C=C(C=CC12)C#N 9,9',9'',9'''-(5-cyano-6-(2,6-diphenylpyridin-4-yl)benzene-1,2,3,4-tetrayl)tetrakis(9H-carbazole-3-carbonitrile)